Methyl 2',3',5',6'-tetrafluoro-4'-(1-hydroxypentyl)-5-methyl-1,4-dihydro-[1,1'-biphenyl]-2-carboxylate FC1=C(C(=C(C(=C1F)C(CCCC)O)F)F)C1C(=CCC(=C1)C)C(=O)OC